ClC=1C=CC(=C(C(=O)NS(=O)(=O)C)C1)N[C@H](C)C=1C=C(C=C2C(N(C(=NC12)N1CC2=CC=C(C=C2C1)F)C)=O)C (R)-5-chloro-2-((1-(2-(5-fluoroisoindolin-2-yl)-3,6-dimethyl-4-oxo-3,4-dihydroquinazolin-8-yl)ethyl)amino)-N-(methylsulfonyl)benzamide